5-(7-oxo-5,6,7,8-tetrahydro-1,8-naphthyridin-4-yl)isoindoline O=C1CCC=2C(=CC=NC2N1)C=1C=C2CNCC2=CC1